C(\C=C\C=C\C)(=O)[O-].[Na+] sodium sorbate salt